NCCS(=O)(=O)OC(CCCCCCCCCCCCCCC)=O.[K] potassium palmitoyl taurate